1-(4-{[4-(methylsulfanyl)-1,3-benzothiazol-2-yl]oxy}phenyl)-3-(trifluoromethyl)pentan-3-ol CSC1=CC=CC2=C1N=C(S2)OC2=CC=C(C=C2)CCC(CC)(O)C(F)(F)F